ClC1=C(C(=CC=C1F)Cl)C(C)OC=1C(=NC=C(C1)C1=CC(=C(C=C1)OC)OC)N 3-[1-(2,6-dichloro-3-fluoro-phenyl)-ethoxy]-5-(3,4-dimethoxy-phenyl)-pyridin-2-ylamine